1-cyclopentyl-methyl methacrylate C(C(=C)C)(=O)OCC1CCCC1